F[C@H]\1[C@]2(CC(C[C@@](C/C1=C/C1=CC=C(N=N1)C1=C(C=C(C=C1)N1C=NC=C1)O)(N2)C)C)C 2-(6-((Z)-((1R,2R,5S)-2-fluoro-1,5,7-trimethyl-9-azabicyclo[3.3.1]nonan-3-ylidene)methyl)pyridazin-3-yl)-5-(1H-imidazol-1-yl)phenol